4,4'-biphenyl diphosphite OP(O)OP(O)O.C1=CC=C(C=C1)C1=CC=CC=C1